C1(CCCC1)N1CC(CC1=O)C(=O)NCC1=NC=CC=N1 1-cyclopentyl-5-oxo-N-(pyrimidin-2-ylmethyl)pyrrolidine-3-carboxamide